4-chloro-2-(1,1-difluoroethyl)pyrimidine ClC1=NC(=NC=C1)C(C)(F)F